(1R,3R,4R)-5,5-difluoro-2-(4-methoxy-1H-indole-2-carbonyl)-N-((S,E)-1-(2-oxodihydrofuran-3(2H)-ylidene)-3-((R)-2-oxopyrrolidin-3-yl)propan-2-yl)-2-azabicyclo[2.2.2]octane-3-carboxamide FC1([C@H]2[C@@H](N([C@@H](C1)CC2)C(=O)C=2NC1=CC=CC(=C1C2)OC)C(=O)N[C@H](/C=C\2/C(OCC2)=O)C[C@@H]2C(NCC2)=O)F